(2-cyano-5-fluoro-phenyl)boronic acid C(#N)C1=C(C=C(C=C1)F)B(O)O